(R)-2-(3-aminopiperidin-1-yl)acetamide N[C@H]1CN(CCC1)CC(=O)N